6-(1,1-Dioxo-1,4-thiazinan-4-yl)-5-methoxy-pyridazin-3-amine O=S1(CCN(CC1)C1=C(C=C(N=N1)N)OC)=O